4,5α-epoxy-3-hydroxy-17-methylmorphinan-6-one hydrochloride Cl.OC=1C=CC=2C[C@@H]3[C@@H]4CCC([C@H]5[C@@]4(C2C1O5)CCN3C)=O